(+/-)-2-((trans)-2-(((benzyloxy)carbonyl)amino)cyclopropyl)acetic acid tert-butyl ester C(C)(C)(C)OC(C[C@H]1[C@@H](C1)NC(=O)OCC1=CC=CC=C1)=O |r|